4-[2-cyclopropyl-7-(dimethylamino)-5-oxo-[1,3]thiazolo[4,5-d]pyrimidin-4-yl]-2-phenyl-3H-isoindol-1-one C1(CC1)C=1SC2=C(N(C(N=C2N(C)C)=O)C2=C3CN(C(C3=CC=C2)=O)C2=CC=CC=C2)N1